NC1=NC(=C(C=2N1C(N(N2)CC2CS(CCC2)(=O)=O)=O)C2=CC(=NC(=C2)C)C)C2=CC=CC=C2 5-amino-8-(2,6-dimethyl-4-pyridinyl)-2-[(1,1-dioxothian-3-yl)methyl]-7-phenyl-[1,2,4]triazolo[4,3-c]pyrimidin-3-one